C(C)OC=1C=C(C=2N(C1)N=C(C2C#N)F)C=2C=NC(=CC2)N2CCN(CC2)CC=2C=NC(=CC2)OC 6-ethoxy-2-fluoro-4-(6-(4-((6-methoxypyridin-3-yl)methyl)piperazin-1-yl)pyridin-3-yl)pyrazolo[1,5-a]Pyridine-3-carbonitrile